C(=O)O.NC1=CN=NC2=CC(=CC=C12)C=1C(=CC(=C(C1)B(O)O)OC)C1=NC=NS1 [5-(4-AMINOCINNOLIN-7-YL)-2-METHOXY-4-(1,2,4-THIADIAZOL-5-YL)PHENYL]BORONIC ACID FORMIC ACID SALT